4-acetamido-N-[(1s,4s)-4-{[4-cyano-3-(trifluoromethyl)phenyl]amino}cyclohexyl]benzamide C(C)(=O)NC1=CC=C(C(=O)NC2CCC(CC2)NC2=CC(=C(C=C2)C#N)C(F)(F)F)C=C1